cis-(P)-1-(5-fluoro-2-methoxy-4-(3-(trifluoromethoxy)cyclobutyl)phenyl)-N-(isoxazol-3-yl)-N-(4-methoxybenzyl)-2-oxo-1,2-dihydroquinoline-6-sulfonamide FC=1C(=CC(=C(C1)N1C(C=CC2=CC(=CC=C12)S(=O)(=O)N(CC1=CC=C(C=C1)OC)C1=NOC=C1)=O)OC)[C@@H]1C[C@@H](C1)OC(F)(F)F